tert-butyl (N-((1-(5-methyl-7H-pyrrolo[2,3-d]pyrimidin-4-yl)piperidin-4-yl)methyl)sulfamoyl)carbamate CC1=CNC=2N=CN=C(C21)N2CCC(CC2)CNS(=O)(=O)NC(OC(C)(C)C)=O